N-cyclopropyl-1'-((7-(ethyl-d5)-6-oxo-5,6-dihydro-1,5-naphthyridin-3-yl)methyl)-1',2',3',6'-tetrahydro-[3,4'-bipyridine]-6-carboxamide C1(CC1)NC(=O)C1=CC=C(C=N1)C=1CCN(CC1)CC=1C=NC=2C=C(C(NC2C1)=O)C(C([2H])([2H])[2H])([2H])[2H]